FC1=CC=C(C(=O)N2CCN(CC2)CC(=O)N2CCCC23C(NC2=CC=CC=C2C3)=O)C=C1 1-(2-(4-(4-fluorobenzoyl)piperazin-1-yl)acetyl)-1',4'-dihydro-2'H-spiro[pyrrolidine-2,3'-quinolin]-2'-one